(S)-(+)-1-[(R)-2-(diphenylphosphino)ferrocenyl]-ethyl-di-tert-butyl-phosphine C1(=CC=CC=C1)P(C=1[C-](C=CC1)[C@H](C)P(C(C)(C)C)C(C)(C)C)C1=CC=CC=C1.[CH-]1C=CC=C1.[Fe+2]